C(CCCCCCCCCCCCCCCCCCCCC)(=O)OCCCCCCCCCCCCCCCCCCCC eicosyl behenate